4-[[4-[4-[(3R,5R)-5-[(5-bromo-1-methyl-6-oxo-pyridazin-4-yl)amino]-1-methyl-3-piperidyl]benzoyl]piperazin-1-yl]methyl]-2-(2,6-dioxo-3-piperidyl)isoindoline-1,3-dione BrC1=C(C=NN(C1=O)C)N[C@@H]1C[C@@H](CN(C1)C)C1=CC=C(C(=O)N2CCN(CC2)CC2=C3C(N(C(C3=CC=C2)=O)C2C(NC(CC2)=O)=O)=O)C=C1